ethyl 2-(4-aminophenyl)-2-cyanopropanoate NC1=CC=C(C=C1)C(C(=O)OCC)(C)C#N